NC1=NC=CC=C1C1=NC=2C(=NC(=CC2)C2=CC=CC=C2)N1C1=CC=C(C=C1)NC(OC(C)(C)C)=O tert-butyl (4-(2-(2-aminopyridin-3-yl)-5-phenyl-3H-imidazo[4,5-b]pyridin-3-yl)phenyl)carbamate